2-(2,6-Dioxopiperidin-3-yl)-5-((1-(ethylamino)-2,3-dihydro-1H-inden-2-yl)(methyl)amino)isoindolin-1,3-dion O=C1NC(CCC1N1C(C2=CC=C(C=C2C1=O)N(C)C1C(C2=CC=CC=C2C1)NCC)=O)=O